FC1(C[C@H](N(C1)C(=O)OC(C)(C)C)C(=O)OC)F 1-(tert-butyl) 2-methyl (S)-4,4-difluoropyrrolidine-1,2-dicarboxylate